Cl.O1C(CNCCC1)C(=O)N 1,4-Oxazepane-2-carboxamide Hydrochloride